7-(4-fluorobenzyl)benzo[d]thiazol-5-amine FC1=CC=C(CC2=CC(=CC=3N=CSC32)N)C=C1